C1=CC=CC=2C3=CC=C(C=C3C=CC12)OC(CC)=O phenanthrene-7-ylpropionate